O1C=NC2=C1C=CC=C2C=2C(=C1C3=C(N=CN=C3C2)N2[C@H](CO1)CN(CC2)C(C=C)=O)Cl 1-[(8aS)-5-(1,3-Benzoxazol-4-yl)-6-chloro-8a,9,11,12-tetrahydropyrazino[2',1':3,4][1,4]oxazepino[5,6,7-de]quinazolin-10(8H)-yl]prop-2-en-1-one